3-(5-bromo-1-methyl-1H-pyrrolo[2,3-b]pyridin-3-yl)piperidine-2,6-dione BrC=1C=C2C(=NC1)N(C=C2C2C(NC(CC2)=O)=O)C